C1(CC1)[C@H]1CC2=NC(=C(C(=C2CO1)C=1C(=CC=C2C=NN(C12)C)C)C#N)N1CC2(CN(C2)C(C=C)=O)CC1 (7R)-7-cyclopropyl-4-(1,6-dimethyl-1H-indazol-7-yl)-2-(2-(2-propenoyl)-2,6-diazaspiro[3.4]octan-6-yl)-7,8-dihydro-5H-pyrano[4,3-b]pyridine-3-carbonitrile